ClC1=C(C)C=C(C(=C1)S(=O)O)[N+](=O)[O-] 2-chloro-5-nitro-toluene-4-sulfinic acid